6-fluoro-4-(3-(methylsulfonyl)phenyl)-2-phenylphthalazin-1(2H)-one FC=1C=C2C(=NN(C(C2=CC1)=O)C1=CC=CC=C1)C1=CC(=CC=C1)S(=O)(=O)C